COC(=O)[C@H]1CCCC=2N1C(N(N2)CC2=NOC(=N2)C2=CC(=CC=C2)C(F)(F)F)=O |r| Methyl-(5RS)-3-oxo-2-({5-[3-(trifluoromethyl)phenyl]-1,2,4-oxadiazol-3-yl}methyl)-2,3,5,6,7,8-hexahydro[1,2,4]triazolo[4,3-a]pyridine-5-carboxylate